1-((2-aminoethyl)imino)tetrahydro-1H-1λ6-thiophene 1-oxide NCCN=S1(CCCC1)=O